4-[[1-[1-(2,6-dioxo-3-piperidyl)-3-methyl-2-oxo-benzimidazol-5-yl]-4-piperidyl]oxy]cyclohexanecarbaldehyde O=C1NC(CCC1N1C(N(C2=C1C=CC(=C2)N2CCC(CC2)OC2CCC(CC2)C=O)C)=O)=O